FC(C=1NC2=CC=C(C=C2C1)C=1C=CC=2N(C3=CC=C(C=C3SC2C1)C=1C=C2C=C(NC2=CC1)C(F)(F)F)CCN1CCOCC1)(F)F 4-(2-(3,7-bis-(2-(trifluoromethyl)-1H-indol-5-yl)-10H-phenothiazin-10-yl)ethyl)morpholine